2,4-dihydroxy-5-isopropyl-N-(2-(morpholinomethyl)phenyl)benzamide OC1=C(C(=O)NC2=C(C=CC=C2)CN2CCOCC2)C=C(C(=C1)O)C(C)C